COCCN(CCOC)S(F)(F)F [bis(2-methoxyethyl)amino]-sulphur trifluoride